BrC=1C(=C(C#N)C=C(C1)O)C bromo-5-hydroxy-2-methylbenzonitrile